C(C)(C)(C)OC(=O)N1[C@@H](CCCC1)C=1NC(=C(N1)C1=CC=C(C=C1)C(NC1=NC=CC(=C1)Br)=O)C(=O)OCC (S)-2-(5-(ethoxycarbonyl)-4-(4-((4-bromopyridin-2-yl)carbamoyl)phenyl)-1H-imidazol-2-yl)piperidine-1-carboxylic acid tert-butyl ester